1-(6,7-dimethoxy-quinolin-4-yl)piperidine-4-carboxylic acid COC=1C=C2C(=CC=NC2=CC1OC)N1CCC(CC1)C(=O)O